5-chloro-7-fluoro-1-(benzenesulfonyl)-1H-indole ClC=1C=C2C=CN(C2=C(C1)F)S(=O)(=O)C1=CC=CC=C1